BrC=1C(=CC(=C(C(=O)O)C1)Cl)C(=O)OC 5-Bromo-2-chloro-4-(methoxycarbonyl)benzoic acid